[2-(diethoxymethyl)phenyl]{2-[(propan-2-ylideneamino)oxy]-3-methylphenyl}methanone C(C)OC(C1=C(C=CC=C1)C(=O)C1=C(C(=CC=C1)C)ON=C(C)C)OCC